4-(5-((3aR,5s,6aS)-5-amino-5-methylhexahydrocyclopenta[c]pyrrol-2(1H)-yl)pyrazin-2-yl)-6-ethoxypyrazolo[1,5-a]pyridine-3-carbonitrile NC1(C[C@@H]2[C@@H](CN(C2)C=2N=CC(=NC2)C=2C=3N(C=C(C2)OCC)N=CC3C#N)C1)C